3-(4-(1-(4-fluoro-3-hydroxyphenyl)-1H-indazol-5-yl)phenoxy)propionic acid FC1=C(C=C(C=C1)N1N=CC2=CC(=CC=C12)C1=CC=C(OCCC(=O)O)C=C1)O